OC=1C(=CNC(C1)=O)C(=O)[O-] 4-hydroxy-6-oxo-1,6-dihydropyridine-3-carboxylate